4-(1-methylethenyl)-1-methyl-cyclohexane CC(=C)C1CCC(CC1)C